N-(4-phenanthryl)2-naphthylamine C1=CC=C(C=2C3=CC=CC=C3C=CC12)NC1=CC2=CC=CC=C2C=C1